N-(5-((6-((R)-3-(3,5-difluorophenyl)isoxazolidine-2-yl)pyrimidine-4-yl)amino)-2-(4-((S)-2,4-dimethylpiperazine-1-yl)piperidine-1-yl)-4-methoxyphenyl)acrylamide FC=1C=C(C=C(C1)F)[C@@H]1N(OCC1)C1=CC(=NC=N1)NC=1C(=CC(=C(C1)NC(C=C)=O)N1CCC(CC1)N1[C@H](CN(CC1)C)C)OC